COC1=C(C=C(C=C1)C(CN1C([C@@H]2N(CCN(C2)C#N)CC1)=O)C)C1=CC=NN1C (9aR)-8-(2-(4-methoxy-3-(1-methyl-1H-pyrazol-5-yl)phenyl)propyl)-9-oxooctahydro-2H-pyrazino[1,2-a]pyrazine-2-carbonitrile